11-[1,1,2,2-Tetradeuterio-2-[[7-(5-methyl-1,2,4-oxadiazol-3-yl)-1-isoquinolyl]amino]ethyl]-6-(2,2,2-trifluoroethoxy)-1,5,11-triazatricyclo[7.4.0.02,7]trideca-2(7),3,5,8-tetraen-10-one [2H]C(C(NC1=NC=CC2=CC=C(C=C12)C1=NOC(=N1)C)([2H])[2H])([2H])N1C(C2=CC=3C(=NC=CC3N2CC1)OCC(F)(F)F)=O